β-D-Ribofuranosyl-(1→3)-α-L-rhamnopyranosyl-(1→3)-L-rhamnose [C@@H]1([C@H](O)[C@H](O)[C@H](O1)CO)O[C@H]1[C@H]([C@@H](O[C@H]([C@@H]1O)C)O[C@@H]([C@H](C=O)O)[C@@H](O)[C@@H](O)C)O